FC=1C=C(C=C2NC(C(=NC12)C)=O)CN1CCN(CC1)C=1N=C(SC1)C(=O)NC (4-((8-fluoro-2-methyl-3-oxo-3,4-dihydroquinoxalin-6-yl)methyl)piperazin-1-yl)-N-methylthiazole-2-carboxamide